3-tert-butoxy-N-[(1R)-2-[[(1S)-1-cyano-2-[(3R)-5,5-dimethyl-2-oxopyrrolidin-3-yl]ethyl]amino]-1-[(1-fluorocyclopropyl)methyl]-2-oxo-ethyl]-2-[(2,2,2-trifluoroacetyl)amino]butanamide C(C)(C)(C)OC(C(C(=O)N[C@@H](C(=O)N[C@@H](C[C@H]1C(NC(C1)(C)C)=O)C#N)CC1(CC1)F)NC(C(F)(F)F)=O)C